ClC1=C(SC(=C1)C#CC1CCCCC1)C1=CC=C(C=C1)NC(C1=C(C=CC=C1F)F)=O N-(4-(3-chloro-5-(cyclohexylethynyl)thiophen-2-yl)phenyl)-2,6-difluorobenzamide